ClC1=NC(=CC(=C1)CN([C@H](C)C(=O)O)C(CCl)=O)Cl.C(#N)N(C=1SC(=C(N1)C(=O)NCCC(C)C)C)C=1C=NC=C(C1)F 2-[cyano-(5-fluoro-3-pyridyl)amino]-N-iso-pentyl-5-methyl-thiazole-4-carboxamide (2,6-Dichloropyridin-4-yl)methyl-(2-chloroacetyl)-D-alaninate